1-{4-[(2-{3-[(2-methoxy-4-sulfamoylphenyl) amino]prop-1-yn-1-yl}-1-(2,2,2-trifluoroethyl)-1H-indol-4-yl)amino] piperidin-1-yl}propan-2-yl 2-methylpropanoate CC(C(=O)OC(CN1CCC(CC1)NC1=C2C=C(N(C2=CC=C1)CC(F)(F)F)C#CCNC1=C(C=C(C=C1)S(N)(=O)=O)OC)C)C